ClC1=C(C=NN(C1=O)C1=CC=C(OC2CCN(CC2)C(=O)OC(C)(C)C)C=C1)NC[C@@H]1COCCC1 1,1-dimethylethyl 4-[4-[(1R)-5-chloro-6-oxo-4-[[(3R)-tetrahydropyran-3-yl]methylamino]pyridazin-1-yl]phenoxy]piperidine-1-carboxylate